N-(2,6-dimethylphenyl)-N-methylacetamide CC1=C(C(=CC=C1)C)N(C(C)=O)C